4-chloro-2-((4-chlorophenylimino)meth-yl)phenyl isobutyrate C(C(C)C)(=O)OC1=C(C=C(C=C1)Cl)C=NC1=CC=C(C=C1)Cl